((R)-1-(2-(((1S,2R,4R)-7-oxabicyclo[2.2.1]heptane-2-yl)amino)-2-oxoacetylamino)-2-(Benzofuran-3-yl)ethyl)boronic acid [C@@H]12[C@@H](C[C@@H](CC1)O2)NC(C(=O)N[C@@H](CC2=COC1=C2C=CC=C1)B(O)O)=O